Silicon dichloride dihydroxide [Si](O)(O)(Cl)Cl